((2R,3R,4S,5R,6R)-4-(4-(3-fluorophenyl)-1H-1,2,3-triazol-1-yl)-3,5-dihydroxy-6-(hydroxymethyl)tetrahydro-2H-pyran-2-yl)((2R,5S)-4-(4-hydroxyphenyl)-2,5-dimethylpiperazin-1-yl)methanone FC=1C=C(C=CC1)C=1N=NN(C1)[C@@H]1[C@H]([C@@H](O[C@@H]([C@@H]1O)CO)C(=O)N1[C@@H](CN([C@H](C1)C)C1=CC=C(C=C1)O)C)O